Sodium methanedisulfonate C(S(=O)(=O)[O-])S(=O)(=O)[O-].[Na+].[Na+]